C(C(C)C)SSCC(C)C 1-(isobutyldisulfanyl)-2-methylpropane